[OH-].[Ca+2].[OH-] Calcium hydroxide